ClC=1C=C(C=C(C1)NS(=O)(=O)C)NC(=O)C=1C=NN(C1)C1=NC=C(C=C1)S(=O)(=O)C N-(3-chloro-5-(methylsulfonamido)phenyl)-1-(5-(methylsulfonyl)pyridin-2-yl)-1H-pyrazole-4-carboxamide